C(=CC1=CC=CC=C1)[NH+]1C=CC=C1 Styrylpyrrolium